N-((6-chloropyridin-3-yl)methyl)-4-(5-(3,5-dichloro-4-fluorophenyl)-5-(trifluoromethyl)-4,5-dihydroisoxazol-3-yl)-N-propyl-2-methylbenzamide ClC1=CC=C(C=N1)CN(C(C1=C(C=C(C=C1)C1=NOC(C1)(C(F)(F)F)C1=CC(=C(C(=C1)Cl)F)Cl)C)=O)CCC